8-[(2s,5r)-4-[(5-chloropyridin-2-yl)(4-methylphenyl)methyl]-2,5-dimethylpiperazin-1-yl]-5-methyl-6-oxo-5,6-dihydro-1,5-naphthyridine-2-carbonitrile ClC=1C=CC(=NC1)C(N1C[C@@H](N(C[C@H]1C)C1=CC(N(C=2C=CC(=NC12)C#N)C)=O)C)C1=CC=C(C=C1)C